C(C)(C)(C)OC(=O)NCC(C)(C(=O)O)F 1-(tert-butoxycarbonyl)-3-fluoroazabutane-3-carboxylic acid